C(C)N(C1=NC(=NC(=N1)S)S)CC 2-diethylamino-4,6-dimercapto-1,3,5-triazine